C(#N)CC(C(=O)OCC)(C(=O)OCC)C diethyl 2-(cyanomethyl)-2-methyl-malonate